(S)-2-ethyl-5-((4-((2-hydroxy-1-phenylethyl)amino)-5-(5-(pyridin-3-yl)-1,3,4-oxadiazol-2-yl)pyrimidin-2-yl)amino)-3,3-dimethylisoindolin-1-one C(C)N1C(C2=CC=C(C=C2C1(C)C)NC1=NC=C(C(=N1)N[C@H](CO)C1=CC=CC=C1)C=1OC(=NN1)C=1C=NC=CC1)=O